[Si](C)(C)(C(C)(C)C)OCC#CC=1C=C(N2C=C(C=C(C12)Cl)S(=O)(=O)NC1(CC1)CF)C=1SC(=NN1)C(F)F 1-(3-((tert-butyldimethylsilyl)oxy)prop-1-yn-1-yl)-8-chloro-3-(5-(difluoromethyl)-1,3,4-thiadiazol-2-yl)-N-(1-(fluoromethyl)cyclopropyl)indolizine-6-sulfonamide